FC1=C(OC=2N=CC(=NC2)NC(=O)[C@H](C)N2CC(N(CC2)C(=O)C2=CC(=[N+](C=C2)[O-])CO)(C)C)C=CC(=C1)F 4-{4-[(1S)-1-{[5-(2,4-difluorophenoxy)pyrazin-2-yl]carbamoyl} ethyl]-2,2-dimethylpiperazine-1-carbonyl}-2-(hydroxymethyl)pyridin-1-ium-1-olate